C1(=CC=CC=C1)[C@H]([C@H]1CNC2=C(N1)N=CC=C2)NC[C@@H](C)C=2C=CC(=NC2)C#N |o1:19| 5-((S or R)-1-(((R)-phenyl((R)-1,2,3,4-tetrahydropyrido[2,3-b]pyrazin-3-yl)methyl)amino)propan-2-yl)picolinonitrile